4-dimethylamino-N-[2-[(4-dimethylaminobenzoyl)amino]ethyl]benzamide CN(C1=CC=C(C(=O)NCCNC(C2=CC=C(C=C2)N(C)C)=O)C=C1)C